FC1=C(C=CC(=C1)F)[C@@H]1N(OCC1)C1=CC(=NC=N1)NC=1C(=CC(=C(C1)NC(C=C)=O)N1CCC(CC1)N1CCN(CC1)C1CCN(CC1)C)OC N-(5-((6-((R)-3-(2,4-difluorophenyl)isoxazolidine-2-yl)pyrimidine-4-yl)amino)-4-methoxy-2-(4-(4-(1-methylpiperidine-4-yl)piperazine-1-yl)piperidine-1-yl)phenyl)acrylamide